Cl.ClC=1C(=NC=CC1)C(=O)NC1(CCNCC1)CC 3-chloro-N-(4-ethyl-4-piperidyl)pyridine-2-carboxamide hydrochloride